FC1=C(OCCC(=O)NC=2C=NN(C2)CC(=O)N(CCOC2=NC=CC=C2)C)C=CC=C1 3-(2-fluorophenoxy)-N-(1-(2-(methyl(2-(pyridin-2-yloxy)ethyl)amino)-2-oxoethyl)-1H-pyrazol-4-yl)propanamide